2-(3-(1-bromonaphthalen-2-yl)-2-chloropropenamido)-5-fluorobenzoic acid BrC1=C(C=CC2=CC=CC=C12)C=C(C(=O)NC1=C(C(=O)O)C=C(C=C1)F)Cl